O1CCN(CC1)C1=CC(=NC=C1)C(=O)NC=1C=CC=C2C=CC=NC12 4-morpholino-N-(quinolin-8-yl)picolinamide